titanium tetrakis(n-butoxide) [O-]CCCC.[O-]CCCC.[O-]CCCC.[O-]CCCC.[Ti+4]